methyl (S)-(2'-fluoro-5-methyl-6'-(2-methylpiperidin-1-yl)-[4,4'-bipyridin]-2-yl)carbamate FC1=NC(=CC(=C1)C1=CC(=NC=C1C)NC(OC)=O)N1[C@H](CCCC1)C